CN(C)C(C(CC)CC1=CC=C(C=C1)C)=O (dimethylamino)-2-[(4-methylphenyl)methyl]-1-butanone